The molecule is an alkyl caffeate ester obtained by the formal condensation of trans-caffeic acid with nonan-2-ol. Isolated from the leaves of Piper sanguineispicum, it has been shown to exhibit antileishmanial activity. It has a role as an antileishmanial agent and a plant metabolite. It derives from a 2-nonanol. CCCCCCC[C@H](C)OC(=O)/C=C/C1=CC(=C(C=C1)O)O